C1CCC2=C(C=3CCCC3C=C12)NC(=O)OC(C(=O)OC(C)C)CC1=NC(=CN=C1)C Propan-2-yl 2-{[(1,2,3,5,6,7-hexahydro-s-indacen-4-yl)-carbamoyl]oxy}-3-(6-methyl-pyrazin-2-yl)propanoate